N1=CNC(CC1)=O 5,6-dihydroPyrimidin-4(3H)-one